The molecule is a trisaccharide composed of alpha-D-galactopyranose, alpha-D-glucopyranose and beta-D-fructofuranose joined in sequence by 1->6 and 1<->2 glycosidic linkages, respectively. It has a role as a plant metabolite, a Saccharomyces cerevisiae metabolite and a mouse metabolite. It is a raffinose family oligosaccharide and a trisaccharide. C([C@@H]1[C@@H]([C@@H]([C@H]([C@H](O1)OC[C@@H]2[C@H]([C@@H]([C@H]([C@H](O2)O[C@]3([C@H]([C@@H]([C@H](O3)CO)O)O)CO)O)O)O)O)O)O)O